2-(Ethylsulfonyl)acetonitril C(C)S(=O)(=O)CC#N